(S)-5-(Azetidin-2-ylmethoxy)-2-methyl-N-(1-(7-(5-methylthiophen-3-yl)quinolin-5-yl)cyclopropyl)benzamide N1[C@@H](CC1)COC=1C=CC(=C(C(=O)NC2(CC2)C2=C3C=CC=NC3=CC(=C2)C2=CSC(=C2)C)C1)C